NCC(=O)NC1=CC=C(C=C1)C1=C(C(=O)N)C=CC(=C1)N1N=C(C=2C(CC(CC12)(C)C)=O)C(F)(F)F (4-(2-aminoacetamido)phenyl)-4-(6,6-dimethyl-4-oxo-3-(trifluoromethyl)-4,5,6,7-tetrahydro-1H-indazol-1-yl)benzamide